COC1=CC(=C2C=CC=NC2=C1)C1(CC1)NC(C1=C(C=CC(=C1)OCC1NCC2=CC=CC=C2C1)C)=O N-(1-(7-methoxyquinolin-5-yl)cyclopropyl)-2-methyl-5-((1,2,3,4-tetrahydroisoquinolin-3-yl)methoxy)benzamide